3-(1,4-Dimethyl-1H-benzo[d][1,2,3]triazol-5-yl)-3-(3-((2-ethyl-2,3-dihydrobenzo[f][1,4]oxazepin-4(5H)-yl)methyl)-4-methylphenyl)propanoic acid, trifluoroacetic acid salt FC(C(=O)O)(F)F.CN1N=NC2=C1C=CC(=C2C)C(CC(=O)O)C2=CC(=C(C=C2)C)CN2CC(OC1=C(C2)C=CC=C1)CC